2-(2-amino-3-((1s,2s)-2-fluorocyclopropane-1-carbonyl)imidazo[1,2-a]pyridin-6-yl)-1H-pyrrole-1-carboxylic acid tert-butyl ester C(C)(C)(C)OC(=O)N1C(=CC=C1)C=1C=CC=2N(C1)C(=C(N2)N)C(=O)[C@H]2[C@H](C2)F